CN(C(=O)N1CCN(CC1)C=1C=2N(C=C(C1)S(NC1(CC1)C)(=O)=O)C=CN2)C N,N-dimethyl-4-(6-(N-(1-methylcyclopropyl)sulfamoyl)imidazo[1,2-a]pyridin-8-yl)piperazine-1-carboxamide